2,2-difluoro-propanediol FC(C(O)O)(C)F